ClC=1C=NC(=C(C(=O)NC2CCC(CC2)CN2C(N(C3=C2C=CC=C3)C3=CC=CC=2N3C=CN2)=O)C1)C 5-chloro-N-((1r,4r)-4-((3-(imidazo[1,2-a]pyridin-5-yl)-2-oxo-2,3-dihydro-1H-benzo[d]imidazol-1-yl)methyl)cyclohexyl)-2-methylnicotinamide